4-[[3-(2-amino-3-hydroxy-butyl)-1-methyl-2-oxo-benzoimidazol-5-yl]amino]-2-chloro-pyridine-3-carbonitrile NC(CN1C(N(C2=C1C=C(C=C2)NC2=C(C(=NC=C2)Cl)C#N)C)=O)C(C)O